C1(O)=C(O)C(=CC=C1)[S-].[Ru+2].C1(O)=C(O)C(=CC=C1)[S-] ruthenium(II) catecholthiolate